C(C)(=O)N1CC[C@@H]2N(C([C@H](C1)NC(=O)OC(C)(C)C)=O)[C@@H](CC2)C(=O)OCC=C allyl (5S,8S,10aR)-3-acetyl-5-((tert-butoxycarbonyl)amino)-6-oxodecahydropyrrolo[1,2-a][1,5]diazocine-8-carboxylate